S(=O)(=O)([O-])[O-].[NH4+].N1=CC=CC=C1.[NH4+] pyridine ammonium sulfate